2-[4-[1,3-Dioxo-2-[4-[(E)-3-oxo-3-phenylprop-1-enyl]phenyl]isoindol-5-yl]oxyphenyl]-1,3-dioxoisoindole-5-carboxylic acid O=C1N(C(C2=CC(=CC=C12)OC1=CC=C(C=C1)N1C(C2=CC=C(C=C2C1=O)C(=O)O)=O)=O)C1=CC=C(C=C1)\C=C\C(C1=CC=CC=C1)=O